3-fluoro-4-methoxy-5-(trifluoromethyl)benzoic acid FC=1C=C(C(=O)O)C=C(C1OC)C(F)(F)F